ethyl 6-ethylsulfanyl-1-methyl-2-oxo-3H-benzimidazole-5-carboxylate C(C)SC=1C(=CC2=C(N(C(N2)=O)C)C1)C(=O)OCC